COC1=CC=C(C=C1)CCC(=O)NC=1C=CC=C2C=CC(=NC12)C 3-(4-methoxyphenyl)-N-(2-methylquinolin-8-yl)propanamide